CCCCCCCCCCCCCCCCCCCCCCCCCCCCCCCCCCCCCCCCCCCCCCCCCCCCCCCCCCCCCCCCCCC n-Heptahexacontane